N[C@H]1CN(CC[C@@H]2N(C1=O)[C@@H](CC2)C(=O)N[C@@H]2CCOC1=CC=CC=C21)C2COC2 (5S,8S,10aR)-5-amino-N-((R)-chroman-4-yl)-3-(oxetan-3-yl)-6-oxodecahydropyrrolo[1,2-a][1,5]diazocine-8-carboxamide